FC1=C(C=CC(=C1)F)CC1CC2(CNC2)C1 6-[(2,4-difluorophenyl)methyl]-2-azaspiro[3.3]heptane